OCCOC=1N=CC(=NC1)N1C=C(C(C2=CC=CC=C12)=O)C(=O)O 1-[5-(2-hydroxyethoxy)pyrazin-2-yl]-4-oxoquinoline-3-carboxylic acid